8-chloro-6-[6-(methoxymethoxy)-2,7-dimethylindazol-5-yl]pyrido[2,3-b]pyrazin-2-yl 4-methylbenzenesulfonate CC1=CC=C(C=C1)S(=O)(=O)OC=1N=C2C(=NC1)N=C(C=C2Cl)C2=CC1=CN(N=C1C(=C2OCOC)C)C